1-((3-bromobenzyl)oxy)-3-iodopropan-2-one BrC=1C=C(COCC(CI)=O)C=CC1